TAXIFOLINON diethyl-3-(4,4,5,5-tetramethyl-1,3,2-dioxaborolan-2-yl)benzylphosphonate C(C)C(C1=CC(=CC=C1)B1OC(C(O1)(C)C)(C)C)(P(O)(O)=O)CC.O1[C@@H]([C@@H](O)C(=O)C=2C(O)C(C(O)=CC12)=O)C1=CC(O)=C(O)C=C1